2-[6-amino-5-[8-[2-[3-[2-(methoxymethyl)-1-piperidyl]prop-1-ynyl]-4-pyridyl]-3,8-diazabicyclo[3.2.1]octan-3-yl]pyridazin-3-yl]phenol NC1=C(C=C(N=N1)C1=C(C=CC=C1)O)N1CC2CCC(C1)N2C2=CC(=NC=C2)C#CCN2C(CCCC2)COC